OC1=C(C(/C=C/C2=CC=CC=C2)=O)C=CC(=C1)OCOC 2'-Hydroxy-4'-(methoxymethoxy)chalcone